ethyl (S)-4-(((benzyloxy)carbonyl)amino)-2-hydroxybutanoate C(C1=CC=CC=C1)OC(=O)NCC[C@@H](C(=O)OCC)O